(S)-3'-((3,5-dimethylbenzyl)amino)-4'-oxo-6',7'-dihydro-4'H-spiro[cyclopropane-1,8'-pyrrolo[1,2-a]pyrazine]-6'-carboxylic acid CC=1C=C(CNC2=NC=C3N(C2=O)[C@@H](CC32CC2)C(=O)O)C=C(C1)C